O=C1CC(CN1)C(=O)NCC1=CC=C(C=C1)NC1=CC(=C(C=C1)N1CCCCC1)C(F)(F)F 5-Oxo-N-(4-((4-(piperidin-1-yl)-3-(trifluoromethyl)phenyl)amino)benzyl)pyrrolidine-3-carboxamide